2-(2-chloro-6-(piperidin-1-yl)benzyl)-2,7-diazaspiro[3.5]nonane-7-carboxylate ClC1=C(CN2CC3(C2)CCN(CC3)C(=O)[O-])C(=CC=C1)N1CCCCC1